C(#C)C1=CC(=C(N=N1)NC)C1=NC=2C=CC3=C(C2C=C1)C1=C(S3)CN[C@@H](CN1)C (R)-3-(6-ethynyl-3-(methylamino)pyridazin-4-yl)-10-methyl-9,10,11,12-tetrahydro-8H-[1,4]diazepino[5',6':4,5]thieno[3,2-f]quinolin